(S)-2-amino-1'-(6-amino-5-((2-amino-3-chloropyridin-4-yl)thio)pyrazin-2-yl)-2,3-dihydro-5H-spiro[indolizine-1,4'-piperidin]-5-one N[C@@H]1CN2C(C=CC=C2C12CCN(CC2)C2=NC(=C(N=C2)SC2=C(C(=NC=C2)N)Cl)N)=O